5-{3-Amino-5-[4-(trifluoromethoxy)benzene-1-sulfonyl]pyridin-2-yl}-1,3,4-oxadiazole-2-carboxamide NC=1C(=NC=C(C1)S(=O)(=O)C1=CC=C(C=C1)OC(F)(F)F)C1=NN=C(O1)C(=O)N